C(C)OCCNCC=1C=C(C(N(C1)CC(F)(F)F)=O)C(=O)NC1=C(C=CC(=C1)C1(CC(C1)C)C1=NN=CN1C)F 5-(((2-Ethoxyethyl)amino)methyl)-N-(2-fluoro-5-((1s,3s)-3-methyl-1-(4-methyl-4H-1,2,4-triazol-3-yl)cyclobutyl)phenyl)-2-oxo-1-(2,2,2-trifluoroethyl)-1,2-dihydropyridine-3-carboxamide